N-[(1R)-1,2,3,4-tetrahydronaphthalen-1-yl]-3,4-dihydro-1H-isoquinoline-3-carboxamide trihydrochloride Cl.Cl.Cl.[C@H]1(CCCC2=CC=CC=C12)NC(=O)C1NCC2=CC=CC=C2C1